N-{4-[2-(2-chloro-3-fluorophenyl)acetylamino]pyridin-2-yl}-N-(2-fluorophenyl)acetamide ClC1=C(C=CC=C1F)CC(=O)NC1=CC(=NC=C1)N(C(C)=O)C1=C(C=CC=C1)F